C(C)C1=C(C(=NO1)C(F)(F)F)CO (5-Ethyl-3-(trifluoromethyl)isoxazole-4-yl)methanol